C1(CCC1)CNC1CN(CCC1)C=1C(NC(=CC1)CN1N=NC(=C1)C1=C2C=NNC2=CC(=C1)OC)=O 3-(3-((cyclobutylmethyl)amino)piperidin-1-yl)-6-((4-(6-methoxy-1H-indazol-4-yl)-1H-1,2,3-triazol-1-yl)methyl)pyridin-2(1H)-one